benzyl-L-threonine C(C1=CC=CC=C1)N[C@@H]([C@H](O)C)C(=O)O